2-(4-acetyl-2-methylpiperazin-1-yl)-4-((6-cyclopropylpyridin-3-yl)amino)-N-methylpyrimidine C(C)(=O)N1CC(N(CC1)C1N(C=CC(=N1)NC=1C=NC(=CC1)C1CC1)C)C